FC(OC1=CC=C(C=C1)S(=O)(=O)N1CC2=C(C1)CN(C2)C(=O)OCC2CC2)F Cyclopropylmethyl 5-[4-(difluoromethoxy)benzenesulfonyl]-1H,2H,3H,4H,5H,6H-pyrrolo[3,4-c]pyrrole-2-carboxylate